C1(CC1)C(C)N1C(C=2C(=NC(=CC2C1)C1=C(N=C(S1)NC(C)=O)C)C(C)N1CCOCC1)=O N-(5-(2-(1-cyclopropylethyl)-4-(1-morpholinoethyl)-3-oxo-2,3-dihydro-1H-pyrrolo[3,4-c]pyridin-6-yl)-4-methylthiazol-2-yl)acetamide